cholestenonyl diaminobenzoate NC=1C(=C(C(=O)OC=C(C)C(CC[C@@H](C)[C@H]2CC[C@H]3[C@@H]4CCC5CCCC[C@]5(C)[C@H]4CC[C@]23C)=O)C=CC1)N